C(C1=CC=CC=C1)OC1=C(C(=C(C(=C1F)F)F)F)S(=O)(=O)NC1=CC(=C(C=C1)OC)F 2-(benzyloxy)-3,4,5,6-tetrafluoro-N-(3-fluoro-4-methoxyphenyl)benzenesulfonamide